NC1=C(C=C(C(=C1)F)O)C(C)=O 1-(2-amino-4-fluoro-5-hydroxyphenyl)ethanone